O[C@H]1C[C@](C(/C=C/C(=C/C=C/C(=C/C=C/C=C(/C=C/C=C(/C=C/C2=C(CCCC2(C)C)C)\C)\C)/C)/C)=O)(C)C(C1)(C)C (3'R,5'R)-3'-Hydroxy-β,κ-caroten-6'-one